NC1=NC=NN2C1=CC=C2[C@]2([C@@H]([C@@H]([C@H](O2)COP(=O)(OC2=CC=C(C=C2)C(C)(C)C)N[C@H](C(=O)OC2CCC2)C)O)O)C#N cyclobutyl (2S)-2-[[[(2R,3S,4R,5R)-5-(4-aminopyrrolo[2,1-f][1,2,4]triazin-7-yl)-5-cyano-3,4-dihydroxy-tetrahydrofuran-2-yl]methoxy-(4-tert-butylphenoxy)phosphoryl]amino]propanoate